CN1C(N(C(C2=C1SC=C2CC(=O)NC=2SC(=NN2)C=2C=NC(=NC2)N2[C@@H](CCC2)C(F)(F)F)=O)C)=O (S)-2-(1,3-dimethyl-2,4-dioxo-1,2,3,4-tetrahydrothiopheno[2,3-D]pyrimidin-5-yl)-N-(5-(2-(2-(trifluoromethyl)pyrrolidin-1-yl)pyrimidin-5-yl)-1,3,4-thiadiazol-2-yl)acetamide